C(C=C)N(C(O)=O)C12C[C@@H](C(CC1)(CC2)NC(COC2=CC(=C(C=C2)Cl)F)=O)O.BrC=2C=CC=C1C=CC(=NC21)C2=NC=CN=C2 8-bromo-2-(pyrazin-2-yl)quinoline (S)-allyl-(4-(2-(4-chloro-3-fluorophenoxy)acetamido)-3-hydroxybicyclo[2.2.2]octan-1-yl)carbamate